2,2,2-trifluoroacetaldehyde compound with 6-((1-(4-methylpiperidin-4-yl)-1H-pyrazol-4-yl)methyl)benzo[cd]indol-2(1H)-one CC1(CCNCC1)N1N=CC(=C1)CC=1C=2C3=C(C(NC3=CC1)=O)C=CC2.FC(C=O)(F)F